ClC=1C=CC(=C(C1)C1=NN(C=C1NC(=O)C=1C=NN2C1N=CC=C2)C[C@H](CC(F)(F)F)O)OC (S)-N-(3-(5-chloro-2-methoxyphenyl)-1-(4,4,4-trifluoro-2-hydroxybutyl)-1H-pyrazol-4-yl)pyrazolo[1,5-a]pyrimidine-3-carboxamide